Methyl 5-(4-(N,N-bis(4-methoxybenzyl) sulfamoyl)-3-fluorobenzyl)-4-bromo-1H-pyrrole-2-carboxylate COC1=CC=C(CN(S(=O)(=O)C2=C(C=C(CC3=C(C=C(N3)C(=O)OC)Br)C=C2)F)CC2=CC=C(C=C2)OC)C=C1